N-(2-((8-((cyclopropylmethyl)amino)-6-(2,6-dichloro-3,5-dimethoxyphenyl)pyrido[3,4-d]pyrimidin-2-yl)amino)-3-methylphenyl)acrylamide C1(CC1)CNC1=NC(=CC2=C1N=C(N=C2)NC2=C(C=CC=C2C)NC(C=C)=O)C2=C(C(=CC(=C2Cl)OC)OC)Cl